(1s,4s)-4-hydroxy-N-(3-(4-morpholino-6-(pyridin-3-yl)thieno[3,2-d]pyrimidin-2-yl)phenyl)cyclohexane-1-carboxamide OC1CCC(CC1)C(=O)NC1=CC(=CC=C1)C=1N=C(C2=C(N1)C=C(S2)C=2C=NC=CC2)N2CCOCC2